C12C(C(C1)C2)NC(=O)C=2N=NC(=C(C2)C)N2CCC(CC2)OC2=CC(=CC=C2)C#N N-bicyclo[1.1.1]pent-2-yl-6-[4-(3-cyanophenoxy)piperidin-1-yl]-5-methylpyridazine-3-carboxamide